3-(2-amino-3-fluoroanilino)propan-1-ol NC1=C(NCCCO)C=CC=C1F